2'-(3-(4-(4-chlorophenyl)piperazin-1-yl)propyl)-6',7'-dihydro-3'H-spiro[cyclopropane-1,8'-quinazolin]-4'(5'H)-one ClC1=CC=C(C=C1)N1CCN(CC1)CCCC1=NC=2C3(CCCC2C(N1)=O)CC3